C(C1=CC=CC=C1)OC(C(C[2H])(O)C[2H])[2H] 1-(benzyloxy)-2-(methyl-d)propan-1,3-d-2-ol